(2S,4r)-1-[(2S)-2-(4-cyclopropyl-triazol-1-yl)-3,3-dimethyl-butyryl]-4-hydroxy-N-[1-[3-(trifluoromethyl)phenyl]cyclopropyl]pyrrolidine-2-carboxamide C1(CC1)C=1N=NN(C1)[C@H](C(=O)N1[C@@H](C[C@H](C1)O)C(=O)NC1(CC1)C1=CC(=CC=C1)C(F)(F)F)C(C)(C)C